C(CC)S(=O)(=O)NC(=O)C=1C=NC=CC1 N-(propane-1-sulfonyl)pyridine-3-carboxamide